ClC1=NNC2=NC(=NC(=C21)N[C@H]2CN(CC[C@H]2F)C(=O)[O-])Cl (3S,4R)-3-((3,6-dichloro-1H-pyrazolo[3,4-d]pyrimidin-4-yl)amino)-4-fluoropiperidine-1-carboxylate